(1S,2S,3R,4R,5S)-4-(2-chloro-6-((Z)-2-hydroxy-2-phenylvinyl)-9H-purin-9-yl)-2,3-dihydroxy-N-methylbicyclo[3.1.0]hexane-1-carboxamide ClC1=NC(=C2N=CN(C2=N1)[C@H]1[C@H]([C@H]([C@@]2(C[C@H]12)C(=O)NC)O)O)\C=C(\C1=CC=CC=C1)/O